FC=1C(=C(C(N)(F)F)C=CC1)F Tetrafluorobenzylamine